N1(CCCC1)CCOC1=CC=CC=C1 4-tetrahydropyrrolylethoxy-benzene